C(C1=CC=CC=C1)OC1=NN(C(=C1)C=1C=CC(=NC1)F)C1=C(C=CC=C1)F 5-[3-(benzyloxy)-1-(2-fluorophenyl)-1H-pyrazol-5-yl]-2-fluoropyridine